NC12CC(C1)(C2)N2C(COCC2)=O 4-(3-Aminobicyclo[1.1.1]pentan-1-yl)morpholin-3-one